C(C)(C)(C)OC(=O)N1CC(C1)N1CCC(CC1)N1N=C(C=2C1=NC=NC2N)C2=CC(=C(C=C2)OC2=CC=CC=C2)F 3-(4-(4-amino-3-(3-fluoro-4-phenoxyphenyl)-1H-pyrazolo[3,4-d]pyrimidin-1-yl)piperidin-1-yl)azetidine-1-carboxylic acid tert-butyl ester